N[C@H](C(=O)NN=CC1=CC(=C(C(=C1)O)O)O)CO (S)-2-Amino-3-hydroxy-N'-(3,4,5-trihydroxybenzylidene)propanehydrazide